COC=1C=C(C=CC1OC)C1=CC=NC=2N1N=C(C2)C(=O)N2C[C@@H](N(CC2)C(C2=CC(=CC=C2)OC)=O)C (S)-(7-(3,4-dimethoxyphenyl)pyrazolo[1,5-a]pyrimidin-2-yl)(4-(3-methoxybenzoyl)-3-methylpiperazin-1-yl)methanone